O=C1NC(CCC1N1C(N(C2=C1C=CC(=C2)C#CCCCCCCCCCCNC(OC(C)(C)C)=O)C)=O)=O 1-Tert-butyl (12-(1-(2,6-dioxopiperidin-3-yl)-3-methyl-2-oxo-2,3-dihydro-1H-benzo[d]imidazol-5-yl)dodec-11-yn-1-yl)carbamate